1-{5-chloro-2-[4-(4-isopropyl-piperazin-1-yl)-3-methyl-phenylamino]-pyrimidin-4-yl}-1H-indole-3-carboxamide ClC=1C(=NC(=NC1)NC1=CC(=C(C=C1)N1CCN(CC1)C(C)C)C)N1C=C(C2=CC=CC=C12)C(=O)N